2,4,6-tris(2-hydroxy-4-hexyloxy-3-methoxyphenyl)-1,3,5-triazine OC1=C(C=CC(=C1OC)OCCCCCC)C1=NC(=NC(=N1)C1=C(C(=C(C=C1)OCCCCCC)OC)O)C1=C(C(=C(C=C1)OCCCCCC)OC)O